ClC1=NN2C(C=CC(=C2)C(F)(F)F)=N1 2-chloro-6-(trifluoromethyl)-[1,2,4]triazolo[1,5-a]pyridine